CC1=CC=C(CN2N=C3N([C@H](CCC3)C(=O)O)C2=O)C=C1 |r| (5RS)-2-(4-methylbenzyl)-3-oxo-2,3,5,6,7,8-hexahydro[1,2,4]triazolo[4,3-a]pyridine-5-carboxylic acid